ClC1=CC=C(C=N1)C[N+]1=C2N(C(C(=C1[O-])C1=CC=CC=C1)=O)C=CC=C2 1-[(6-chloropyridin-3-yl)methyl]-4-oxo-3-phenyl-4H-pyrido[1,2-a]pyrimidin-1-ium-2-olate